9-[6-(cyclohexyloxy)pyridin-3-yl]-7-methyl-3,4-dihydropyrazino[2,1-c][1,2,4]thiadiazine 2,2-dioxide C1(CCCCC1)OC1=CC=C(C=N1)C1=NC(=CN2C1=NS(CC2)(=O)=O)C